BrC1=C(C(=O)N(C)C)C=CC=C1 2-bromo-N,N-dimethyl-benzamide